C1(=CC=CC=C1)C=1OC2=CC=3NC4=CC=C5C(=C4OC3C=C2N1)N=CC=N5 10-phenyl-7H-oxazolo[5,4-b]pyrazino[2,3-H]phenoxazine